(4R)-N-{2,3-dimethoxy-6H,7H,8H-cyclopenta[b]1,5-naphthyridin-9-yl}-1-methylazepan-4-amine COC=1N=C2C(=C3C(=NC2=CC1OC)CCC3)N[C@H]3CCN(CCC3)C